O[C@@H]1[C@@H](CCC1)NC(=O)C1=NC=CC=C1 N-[(1R,2S)-2-hydroxycyclopentyl]pyridine-2-carboxamide